ClC1=C(C=CC(=C1)C=1OC(=NN1)C(F)F)CN1N=C(N=N1)C1=CC2=C(N(C(=N2)N)C)C=C1 5-[2-[[2-Chloro-4-[5-(difluoromethyl)-1,3,4-oxadiazol-2-yl]phenyl]methyl]tetrazol-5-yl]-1-methylbenzimidazole-2-amine